COC1=C(C=C2C(=NC=NC2=C1)C=1C(=NN(C1)C)C1=CC=CC=C1)NC(=O)C1N(CC1)C N-(7-methoxy-4-(1-methyl-3-phenyl-1H-pyrazol-4-yl)quinazolin-6-yl)-1-methylazetidine-2-carboxamide